OC1=CC=C(C=C1)/C(=C(\CC)/C1=CC=CC=C1)/C1=CC=C(OCCCCCN2CC(N(CC2C)C=2C=C3CN(C(C3=CC2)=O)C2C(NC(CC2)=O)=O)C)C=C1 (Z)-3-(5-(4-(5-(4-(1-(4-hydroxyphenyl)-2-phenylbut-1-en-1-yl)phenoxy)pentyl)-2,5-dimethylpiperazin-1-yl)-1-oxoisoindolin-2-yl)piperidine-2,6-dione